(S)-N-(5-(1H-indazol-6-yl)thiazol-2-yl)-1-cyanopyrrolidine-3-carboxamide N1N=CC2=CC=C(C=C12)C1=CN=C(S1)NC(=O)[C@@H]1CN(CC1)C#N